imidazo[4,5-c]Pyridazine N1N=CC=C2C1=NC=N2